tris(diethylamido)(tert-butylimido)niobium(V) CC[N-]CC.CC[N-]CC.CC[N-]CC.CC(C)(C)N=[Nb]